O1CCC=2C1=CC=CC2O 2,3-dihydro-1-benzofuran-4-ol